2-O-hydroxyisobutyl-3-O-phenyl-glyceryl-ascorbic acid OOC=1C(=O)O[C@@](C1OC1=CC=CC=C1)([C@@](O)(CO)CC(C)C)CC(O)CO